N-[3-(1,5-dimethyl-6-oxopyridazin-3-yl)phenyl]ethanesulfonamide CN1N=C(C=C(C1=O)C)C=1C=C(C=CC1)NS(=O)(=O)CC